C(=C)C1=CC=C(C=C1)S(=O)(=O)O para-vinyl-benzenesulfonic acid